N-(triethoxysilylbutyl)acrylamide C(C)O[Si](OCC)(OCC)CCCCNC(C=C)=O